BrC=1C=CC2=C(C=C(O2)C[C@H](C(=O)OC(C)(C)C)[C@@H]2CN(CC2)C(=O)OC(C)(C)C)C1 tert-butyl (R)-3-((S)-3-(5-bromobenzofuran-2-yl)-1-(tert-butoxy)-1-oxopropane-2-yl)pyrrolidine-1-carboxylate